C(CCCCCCCCCCCCCCCCC)NCCCCCCCCCCCCCCCCCC di-stearylamine